C(C)(=O)NC1=NC=CC(=C1)N1C[C@@H](CC1)C=1C=C(C(=O)NC2=CC(=CC=C2)C(F)(F)F)C=CC1C (S)-3-(1-(2-acetamidopyridin-4-yl)pyrrolidin-3-yl)-4-methyl-N-(3-(trifluoromethyl)phenyl)benzamide